3-ethyl-5-((1-methylpiperidin-4-yl)methoxy)-2-(2-methylpyridin-4-yl)-1H-indole C(C)C1=C(NC2=CC=C(C=C12)OCC1CCN(CC1)C)C1=CC(=NC=C1)C